C(CCCCCCCCCC=CCCCCCCCC)(=O)OCCCCCCCCCCCCCCCCCCCCCCCCCCCCCCCCCCCCCCO 38-hydroxyoctatriacontyl eicos-11-enoate